C(N)(OCC1=C(C=CC(=C1)F)C=1C=NC=2N(C1)C=C(N2)COC2=CC=C(C=C2)F)=O [5-fluoro-2-(2-[(4-fluorophenoxy)methyl]imidazo[1,2-a]pyrimidin-6-yl)phenyl]methyl carbamate